BrC=1C=CC(=NC1)N1C(OCCC1)=O 3-(5-bromopyridin-2-yl)-1,3-oxazinan-2-one